ClC=1C2=C(N=C(N1)C=1C=NN(C1)C)SC(=C2)C 4-chloro-6-methyl-2-(1-methyl-1H-pyrazol-4-yl)thieno[2,3-d]pyrimidine